1-methyl-5-(4,4,5,5-tetramethyl-1,3,2-dioxaborolan-2-yl)pyridin-2-one CN1C(C=CC(=C1)B1OC(C(O1)(C)C)(C)C)=O